S1C(=NC2=C1C=CC=C2)C2=CC=CC(=N2)C=[OH+] ((6-(benzo[d]thiazol-2-yl)pyridine-2-yl)methylene)oxonium